C(C1=CC=CC=C1)OC1CC(C(C1)CO)CO (4-(benzyloxy)cyclopentane-1,2-diyl)dimethanol